FC(CC=1C(=NC(=NC1OC)NS(=O)(=O)C1=CNC(=C1)C=1SC=C(N1)C)OC)F N-[5-(2,2-difluoroethyl)-4,6-dimethoxy-pyrimidin-2-yl]-5-(4-methylthiazol-2-yl)-1H-pyrrole-3-sulfonamide